dimyristoyl-β,β'-thio-di-propionate C(CCCCCCCCCCCCC)(=O)OC(CCSCCC(=O)OC(CCCCCCCCCCCCC)=O)=O